OCCNC=1C=C(N)C=CC1 3-(2-hydroxy-ethyl)aminoaniline